(4-fluorophenyl)-3-methoxy-10-(trifluoromethyl)-3,4-dihydro-2H,6H-[1,4]thiazepino[2,3,4-ij]quinazoline-6,8(7H)-dione FC1=CC=C(C=C1)C1C(CN2C(NC(C3=CC(=CC(=C23)S1)C(F)(F)F)=O)=O)OC